2-Selenouridin [C@@H]1([C@H](O)[C@H](O)[C@@H](CO)O1)N1C(=[Se])NC(=O)C=C1